COC1=C(C(=NC=C1C)CS(=O)C1=NC2=C(N1)C=CC(=C2)OC(CC(CC(C)(C)C)C)=O)C 3,5,5-trimethylhexanoic acid 2-(((4-methoxy-3,5-dimethylpyridin-2-yl) methyl) sulfinyl)-1H-benzo[d]imidazol-5-yl ester